5,6-dihydropyrrolo[2,3-d]pyrimidin-4-amine N1=CN=C(C2=C1NCC2)N